C1(=CC=CC=C1)[C@H]1CC[C@H]2N(CCN(C2)C(=O)C2=C3C=CN(C3=CC=C2)C(C)C)C1 [(7R,9aR)-7-phenyl-1,3,4,6,7,8,9,9a-octahydropyrido[1,2-a]pyrazin-2-yl]-(1-propan-2-ylindol-4-yl)methanone